O=C1NC(CC[C@H]1C1=C(C=C(C=C1F)N1C[C@@H](CC1)C(=O)O)F)=O (R)-1-(4-((S)-2,6-Dioxopiperidin-3-yl)-3,5-difluorophenyl)pyrrolidine-3-carboxylic acid